NCCOCCOCCOCCOC[C@@]12[C@H]3[C@@H]([C@H]([C@@H](OC1)O2)NC(C(F)(F)F)=O)OC(O3)(C)C N-((3aR,4S,7S,8R,8aR)-4-(13-amino-2,5,8,11-tetraoxatridecyl)-2,2-dimethylhexahydro-4,7-epoxy[1,3]dioxolo[4,5-d]oxepin-8-yl)-2,2,2-trifluoroacetamide